n-hexyl-ammonium iodide [I-].C(CCCCC)[NH3+]